6-bromo-8-fluoro-2-hydroxy-3-methyl-1,2-benzoxaborinine BrC=1C=C(C2=C(C=C(B(O2)O)C)C1)F